C1=C2C=3C=CC=CC3N3C2=C(C=C1)C=CC3=O 6H-pyrido[3,2,1-jk]carbazol-6-one